CN(C)CC1(C(C1)(F)F)COC1=NC2=C(C(=C(C=C2C(=N1)N1CC(CCC1)(O)C)F)C1=CC(=CC2=CC=C(C(=C12)C#C)F)O)F 1-(2-((1-((dimethylamino)methyl)-2,2-difluorocyclopropyl)methoxy)-7-(8-ethynyl-7-fluoro-3-hydroxynaphthalen-1-yl)-6,8-difluoroquinazolin-4-yl)-3-methylpiperidin-3-ol